C(C1=CC=CC=C1)OC1=C(C(=CC2=C1CCO2)CC)B2OC(C(O2)(C)C)(C)C 2-(4-Benzyloxy-6-ethyl-2,3-dihydrobenzofuran-5-yl)-4,4,5,5-tetramethyl-1,3,2-dioxaborolane